5-[(5-{3-[(2R)-3-amino-2-methylpropyloxy]-5-methoxypyridin-4-yl}-1H-pyrazol-3-yl)amino]pyrazine-2-carbonitrile NC[C@H](COC=1C=NC=C(C1C1=CC(=NN1)NC=1N=CC(=NC1)C#N)OC)C